C(C)(C)[Si](OCC1=CC=C(C=C1)COC1=C(C=CC=C1)[N+](=O)[O-])(C(C)C)C(C)C triisopropyl((4-((2-nitrophenoxy)methyl)benzyl)oxy)silane